C(#N)C1=NC2=CC(=CC(=C2N=C1N1CCN(CC1)C1=CC=C(C2=CC=C(C=C12)O)C#N)[C@@H](C)NC1=C(C(=O)O)C=CC=C1)C (R)-2-((1-(2-cyano-3-(4-(4-cyano-7-hydroxynaphthalen-1-yl)piperazin-1-yl)-7-methylquinoxalin-5-yl)ethyl)-amino)benzoic acid